C(CC)C1=C(C(=CC(=C1)CC)CCC)O 2,6-dipropyl-4-ethylphenol